4-amino-1-methyl-pyridin-2-one NC1=CC(N(C=C1)C)=O